N1CC(C1)CN1C(=NC2=C1C(=CC(=C2)C(=O)N2[C@@H]1CC[C@H](C2)[C@H]1N)OC)C1=CC=2C(=NC=CC2)N1CC1CC1 (1R,4R,7R)-2-{1-[(azetidin-3-yl)methyl]-2-[1-(cyclopropylmethyl)-1H-pyrrolo[2,3-b]pyridin-2-yl]-7-methoxy-1H-1,3-benzodiazole-5-carbonyl}-2-azabicyclo[2.2.1]heptan-7-amine